N-(4-(1,3,4-oxadiazol-2-yl)phenyl)-2-(piperazin-1-yl)pyrimidin-4-amine O1C(=NN=C1)C1=CC=C(C=C1)NC1=NC(=NC=C1)N1CCNCC1